3-ethyl-1,8-octanediamine C(C)C(CCN)CCCCCN